5-iodo-4-(oxetan-3-yloxy)-N-[(1R,3S)-3-([1,2,4]triazolo[4,3-a]pyridin-3-yl)cyclohexyl]pyrimidin-2-amine IC=1C(=NC(=NC1)N[C@H]1C[C@H](CCC1)C1=NN=C2N1C=CC=C2)OC2COC2